C(CC1=CC=CC=C1)OC(=O)C=1C(=C2C(=NC=NN2C1)N1CC1)C 5-methyl-4-(1-aziridinyl)pyrrolo[2,1-f][1,2,4]triazine-6-carboxylic acid phenethyl ester